C(C1=CC=CC=C1)[N+](CC)(C)C N-benzyl-N,N-dimethyl-N-ethylammonium